(2Z,2'E)-2,2'-(1-(5-nitrofuran-2-yl)ethane-1,2-diylidene)bis(N-ethylhydrazine-1-carbothioamide) [N+](=O)([O-])C1=CC=C(O1)\C(\C=N\NC(NCC)=S)=N/NC(NCC)=S